O=C1C=C(NC2=CC=NC=C12)C(=O)N 4-oxo-1,4-dihydro-1,6-naphthyridine-2-carboxamide